BrC1=NC=C(C(=C1)NC(OC(C)(C)C)=O)OCCOC tert-butyl (2-bromo-5-(2-methoxyethoxy)pyridin-4-yl)carbamate